1-(1H-pyrrolo[2,3-b]pyridin-5-yl)ethane-1-one N1C=CC=2C1=NC=C(C2)C(C)=O